N(N)C(=O)O.C(C)N(C1=CC=C2C=C(C(OC2=C1)=O)C=O)CC 7-(diethylamino)coumarin-3-formaldehyde hydrazinoformate